NC1=NC(=NC=C1)C(=O)OC methyl aminopyrimidinate